N1=NC=CC2=C1C=CC=N2 pyridopyridazine